4-amino-7-fluoro-8-(3-methylpyrazin-2-yl)-N-propylisoquinoline-3-carboxamide NC1=C(N=CC2=C(C(=CC=C12)F)C1=NC=CN=C1C)C(=O)NCCC